5,5'-pentamethylenebis(1,2,3,4-tetrazole) N1N=NN=C1CCCCCC1=NN=NN1